C(CCCCCCC\C=C/CCCC)=O (Z)-9-tetradecenal